2-(7'-Fluorospiro[cyclobutane-1,1'-inden]-2'-yl)-1-(pyridin-2-yl)-1H-indole FC=1C=CC=C2C=C(C3(C12)CCC3)C=3N(C1=CC=CC=C1C3)C3=NC=CC=C3